2-(3-bromopyrazol-1-yl)-2-methyl-propionic acid tert-butyl ester C(C)(C)(C)OC(C(C)(C)N1N=C(C=C1)Br)=O